C(C)(=O)O.C(C=CCCCCCCCCCCCCCCC)(=O)N Octadecenamide acetate